Cl.NC1CCC(CC1)CN1C(\C(\C2=CC=C(C=C12)C=1SC=C(N1)C(F)(F)F)=C/C=1NC(=CC1C)C)=O (Z)-1-(((1r,4r)-4-aminocyclohexyl)methyl)-3-((3,5-dimethyl-1H-pyrrol-2-yl)methylene)-6-(4-(trifluoromethyl)thiazol-2-yl)indol-2-one hydrochloride